tert-butyl (tert-butoxycarbonyl)(3-(2-(4,4-difluoroazepan-1-yl)-6-methyl-5-(trifluoromethyl)nicotinamido)phenylsulfonimidoyl)carbamate C(C)(C)(C)OC(=O)N(C(OC(C)(C)C)=O)S(=O)(=N)C1=CC(=CC=C1)NC(C1=C(N=C(C(=C1)C(F)(F)F)C)N1CCC(CCC1)(F)F)=O